C(C1=CC=CC=C1)(=O)OCOC=1C=C(C=C2C(=NC=NC12)C)Br (((6-bromo-4-methylquinazolin-8-yl) oxy) methyl) benzoate